C(C)[C@@]1(CC[C@@]2(C3=CC[C@@]4([C@H](CC[C@H]4[C@@H]3CC[C@H]2C1)[C@H](C)CCC1(CC1)O)C)C)O (3S,5S,8S,10S,13R,14S,17R)-3-ethyl-17-((R)-4-(1-hydroxycyclopropyl)butan-2-yl)-10,13-dimethyl-2,3,4,5,6,7,8,10,12,13,14,15,16,17-tetradecahydro-1H-cyclopenta[a]phenanthren-3-ol